C1(CC1)C1=CC(=C(C(=C1)C)N1N=C2C(N=C(N=C2OC)N2CCOCC2)=N1)C 4-[2-(4-cyclopropyl-2,6-dimethyl-phenyl)-7-methoxy-triazolo[4,5-d]pyrimidin-5-yl]morpholine